2-ethylhexyl stearate di-(2-ethylhexyl)adipate C(C)C(COC(CCCCC(=O)OCC(CCCC)CC)=O)CCCC.C(CCCCCCCCCCCCCCCCC)(=O)OCC(CCCC)CC